tert-butyl (R)-(5-iodo-1-methoxypentan-2-yl)carbamate ICCC[C@H](COC)NC(OC(C)(C)C)=O